N-Methyl-L-asparagine CN[C@@H](CC(N)=O)C(=O)O